Methyl 2-[(4-bromo-2-fluoro-3-methyl-phenyl)methyl]-3-[[(2S)-oxetan-2-yl]methyl]benzimidazole-5-carboxylate BrC1=C(C(=C(C=C1)CC=1N(C2=C(N1)C=CC(=C2)C(=O)OC)C[C@H]2OCC2)F)C